(1S,2S,3S)-2-methyl-N-[7-methyl-6-[4-((S)-3-methyltetrahydrofuran-3-yl)piperazin-4-ium-1-yl]-3-isoquinolinyl]-3-(1-methylpyrazol-4-yl)cyclopropanecarboxamide C[C@@H]1[C@@H]([C@H]1C=1C=NN(C1)C)C(=O)NC=1N=CC2=CC(=C(C=C2C1)N1CC[NH+](CC1)[C@@]1(COCC1)C)C